1-(4-(((1-(1-isopropyl-6-((2-(4-methoxypiperidin-1-yl)pyrimidin-4-yl)amino)-1H-pyrazolo[4,3-c]pyridin-3-yl)piperidin-4-yl)(methyl)amino)methyl)phenyl)dihydropyrimidine-2,4(1H,3H)-dione C(C)(C)N1N=C(C=2C=NC(=CC21)NC2=NC(=NC=C2)N2CCC(CC2)OC)N2CCC(CC2)N(C)CC2=CC=C(C=C2)N2C(NC(CC2)=O)=O